3-[(2S)-2-benzenesulfonamido-2-(1,3,4-oxadiazol-2-yl)ethyl]-N'-hydroxybenzene-1-carboximidamide C1(=CC=CC=C1)S(=O)(=O)N[C@@H](CC=1C=C(C=CC1)C(N)=NO)C=1OC=NN1